2-amino-7-fluoro-4-[8-fluoro-4-[methyl-[(3R)-1-prop-2-enoylpyrrolidin-3-yl]amino]-6-(trifluoromethyl)quinazolin-7-yl]benzothiophene-3-carbonitrile NC=1SC2=C(C1C#N)C(=CC=C2F)C2=C(C=C1C(=NC=NC1=C2F)N([C@H]2CN(CC2)C(C=C)=O)C)C(F)(F)F